C(C)(C)(C)OC(=O)N[C@H](C)CO N-t-butyloxycarbonyl-D-alaninol